4-[4-(1,3-benzooxazol-2-yl)-4-methylpiperidin-1-yl]-1,6-dimethyl-2-oxo-1,2-dihydroquinoline-3-carbonitrile O1C(=NC2=C1C=CC=C2)C2(CCN(CC2)C2=C(C(N(C1=CC=C(C=C21)C)C)=O)C#N)C